C1(=CC(=CC(=C1)C#CC1=CC=C(C(=O)[O-])C=C1)C#CC1=CC=C(C(=O)[O-])C=C1)C#CC1=CC=C(C(=O)[O-])C=C1 4,4',4''-[benzene-1,3,5-triyl-tris(ethyne-2,1-diyl)]tribenzoate